C(C)(=O)O.C(C)(=O)O.C(C)(=O)OC[C@@H]1O[C@H]([C@@H]([C@H]1CC(=O)O)CC(=O)O)N1N=CC=2C1=NC(=NC2NNC(=O)OC(C)(C)C)Cl (2R,3R,4R,5R)-2-(Acetoxymethyl)-5-(4-(2-(tert-butoxycarbonyl)hydrazino)-6-chloro-1H-pyrazolo[3,4-d]pyrimidin-1-yl)tetrahydrofuran-3,4-diacetic acid diacetate